BrC=1C=C(C=CC1)C1(COC1)CC(=O)NNC(NC)=S 2-(2-(3-(3-bromophenyl)oxetan-3-yl)acetyl)-N-methylhydrazinecarbothioamide